2-hydroxy-3-(6-(oxazol-5-ylmethoxy)-3,4-dihydroisoquinolin-2(1H)-yl)propyl-5-((tetrahydro-2H-pyran-4-yl)amino)nicotinamide OC(CC1=C(C(=O)N)C=C(C=N1)NC1CCOCC1)CN1CC2=CC=C(C=C2CC1)OCC1=CN=CO1